NC1=CC(=C(OC2=CC(=NC=C2)NC(=O)C2CC2)C=C1)F [4-(4-amino-2-fluorophenoxy)pyridin-2-yl]cyclopropylcarboxamide